FC1=NNC2=CC(=C(C=C12)F)/C=C/C(=O)NC=1C(=NC=C(C1C)F)C (2E)-3-(3,5-difluoro-1H-indazol-6-yl)-N-(5-fluoro-2,4-dimethylpyridin-3-yl)prop-2-enamide